N-(2-aminoethyl)-3-[[3-(2-aminoethylamino)-3-oxopropyl]-[2-[bis[3-(2-aminoethylamino)-3-oxopropyl]amino]ethyl]amino]propionamide NCCNC(CCN(CCN(CCC(NCCN)=O)CCC(=O)NCCN)CCC(=O)NCCN)=O